(S)-3-(isoquinolin-4-yl)-2-oxo-1-(2-(trifluoromethyl)pyridin-4-yl)imidazolidine-4-carbonitrile C1=NC=C(C2=CC=CC=C12)N1C(N(C[C@H]1C#N)C1=CC(=NC=C1)C(F)(F)F)=O